C(C)OC(=O)C1=NC(=CC=C1OC)Br 6-bromo-3-methoxy-2-pyridinecarboxylic acid ethyl ester